C(#N)N[C@@H]1C[C@H](CC1)C(=O)NC=1SC(=CN1)C1NCOC1 (1s,3s)-3-(cyanoamino)-N-[5-(oxazolidin-4-yl)-1,3-thiazol-2-yl]cyclopentane-1-carboxamide